[N+](=O)([O-])C=1C=C(C=O)C=C(C1)[N+](=O)[O-] 3,5-Dinitrobenzaldehyde